2-(125I)iodophenol [125I]C1=C(C=CC=C1)O